ClC=1C=C(C(=O)NC2CCC(CC2)NC(OC(C)(C)C)=O)C=C(C1)F tert-butyl ((1r,4r)-4-(3-chloro-5-fluorobenzamido)cyclohexyl)carbamate